(Z)-N-(1-(4-bromophenyl)ethylidene)-2-methylpropane-sulfinamide BrC1=CC=C(C=C1)\C(\C)=N/S(=O)CC(C)C